tert-Butyl ((3R,4R)-1-(5-cyclopropylpyrimidin-2-yl)-3-hydroxypiperidin-4-yl)carbamate C1(CC1)C=1C=NC(=NC1)N1C[C@H]([C@@H](CC1)NC(OC(C)(C)C)=O)O